CN(S(=O)(=O)C1=CC=C(C=C1)S(=O)(=O)NC1=C(C=CC=C1)P(O)(O)=O)C (2-((4-(N,N-dimethylaminosulfonyl)phenyl)sulfonamido)phenyl)phosphonic acid